C(C)(C)(C)OC(NC1CC(C1)(CO)CO)=O (3,3-bis(hydroxymethyl)cyclobutyl)carbamic acid tert-butyl ester